N,N-Bis(2-hydroxypropyl)-p-toluidine CC1=CC=C(C=C1)N(CC(C)O)CC(C)O